FC1=CC=C2C(=NN(C2=C1C)C=1C=CC(=NC1)N1C[C@H]2C([C@H]2C1)C(=O)OC)I Methyl (1R,5S,6R)-3-[5-(6-fluoro-3-iodo-7-methyl-1H-indazol-1-yl)pyridin-2-yl]-3-azabicyclo[3.1.0]hexane-6-carboxylate